methyl 4,4-dichloroacetoacetate ClC(C(CC(=O)OC)=O)Cl